C(C)(C)(C)OC(NC1=CC(=NC(=C1)C1(CC1)C)C(C)NS(=O)C(C)(C)C)=O (2-(1-((tert-butylsulfinyl)amino)ethyl)-6-(1-methylcyclopropyl)pyridin-4-yl)carbamic acid tert-butyl ester